ClC1=CC=C(C=C1)C1(CC1)C(=O)N1[C@@H](C[C@H](C1)C)C(=O)O (2S,4R)-1-[1-(4-chlorophenyl)cyclopropanecarbonyl]-4-methyl-pyrrolidine-2-carboxylic acid